4-[Ethyl(methyl)phosphoryl]-N-(2-fluoro-4-iodophenyl)pyridin-3-amine C(C)P(=O)(C)C1=C(C=NC=C1)NC1=C(C=C(C=C1)I)F